1-bromo-4-(trifluoro-methylsulfonyl)benzene BrC1=CC=C(C=C1)S(=O)(=O)C(F)(F)F